7-(8-chloro-2,3-dihydro-1H-pyrido[2,3-b][1,4]oxazin-7-yl)-6-fluoro-N~2~-{4-[(methylsulfonyl)methyl]phenyl}quinazoline-2,5-diamine ClC1=C(C=NC=2OCCNC21)C=2C(=C(C=1C=NC(=NC1C2)NC2=CC=C(C=C2)CS(=O)(=O)C)N)F